2-[4-(1-cyclopropylpyrazol-4-yl)-3,5-dimethyl-pyrazol-1-yl]-N-(5-pyrazin-2-yl-2-pyridyl)acetamide C1(CC1)N1N=CC(=C1)C=1C(=NN(C1C)CC(=O)NC1=NC=C(C=C1)C1=NC=CN=C1)C